C(C1CC(C(C(C1)CC(C)(C)C)N)CC(C)(C)C)C1CC(C(C(C1)CC(C)(C)C)N)CC(C)(C)C 4,4'-methylenebis(2,6-di(neopentyl)cyclohexylamine)